6-carbamoyl-morpholine C(N)(=O)C1OCCNC1